[N+](=O)([O-])C=1C=C(CCC(=O)O)C=CC1O 3-Nitrophloretic acid